3-benzoylbicyclo[1.1.1]pentan-1-yl carbonochloridate C(OC12CC(C1)(C2)C(C2=CC=CC=C2)=O)(=O)Cl